C(C)(C)C1CCN(CC1)C1=CC=C(C=C1)[N+](=O)[O-] 4-isopropyl-1-(4-nitrophenyl)piperidine